FC1=C(OC2NCC(NC2)NC([C@H](C)N2CC(NCC2)(C)C)O)C=CC(=C1)F (2S)-1-{[5-(2,4-difluorophenoxy)piperazin-2-yl]amino}-2-(3,3-dimethylpiperazin-1-yl)propan-1-ol